4-amino-N-(2-chloro-5,6-dihydro-4H-cyclopenta[d]thiazol-6-yl)-N-methylimidazo[1,5-a]quinoxaline-8-carboxamide NC=1C=2N(C3=CC(=CC=C3N1)C(=O)N(C)C1CCC=3N=C(SC31)Cl)C=NC2